CC1=C(C(=O)OC)C=CC(=C1)C=1N(C=C(N1)C(F)(F)F)C methyl 2-methyl-4-[1-methyl-4-(trifluoromethyl)imidazol-2-yl]benzoate